NCCNC(=O)C1=CC=C(C=C1)C1=C(N(C=C1)S(N)(=O)=O)C(=O)O 3-[4-(2-Aminoethyl-carbamoyl)phenyl]-1-sulfamoyl-pyrrole-2-carboxylic acid